BrC=1C=C2C(=NNC(C2=C(C1)Cl)=O)CN(C)C 6-bromo-8-chloro-4-((dimethylamino)methyl)phthalazin-1(2H)-one